3-[(R)-(5-bromo-pyridin-3-yl)-hydroxy-(4-isopropyl-phenyl)-methyl]-3-methyl-azetidine-1-carboxylic acid tert-butyl ester C(C)(C)(C)OC(=O)N1CC(C1)(C)[C@@](C1=CC=C(C=C1)C(C)C)(O)C=1C=NC=C(C1)Br